OC1CCC(CCC1)C=1C=C2C(=NC1)NC(N2C2CCN(CC2)C(C2=CC=C(C=C2)OC(F)(F)F)=O)=O 6-(4-hydroxycycloheptyl)-1-[1-[4-(trifluoromethoxy)benzoyl]-4-piperidyl]-3H-imidazo[4,5-b]pyridin-2-one